CN1C(=NC=C1)C1=CC=C(C=C1)O 1-methyl-2-(4-hydroxy-phenyl)-imidazole